3-(1,4-dimethyl-1H-benzo[d][1,2,3]triazol-5-yl)-3-(3-(((R)-2-ethyl-2,3,5,7,8,9-hexahydro-4H-indeno[5,6-f][1,4]oxazepin-4-yl)methyl)-4-methylphenyl)-2,2-dimethylpropanoic Acid CN1N=NC2=C1C=CC(=C2C)C(C(C(=O)O)(C)C)C2=CC(=C(C=C2)C)CN2C[C@H](OC1=C(C2)C=C2CCCC2=C1)CC